O1C(CC2=C3C(C=CC=C13)=CC=C2)=O benzo[de]chromen-2(3H)-one